NC1=NC(=CC(=C1C#N)C1=CC=C(C=C1)Br)C1=C(C=CC(=C1)F)OCC1=CC=CC=C1 2-amino-4-(4-bromophenyl)-6-(5-fluoro-2-benzyloxyphenyl)cyanopyridine